C(CCCCC(C)(C)C)(=O)[O-].[Li+] lithium neononanoate